Cl.CN(C)CC1CN(CCC1(O)C1=CC(=CC=C1)OC)S(=O)(=O)CC1=CC(=CC=C1)[N+](=O)[O-] 3-((dimethylamino)methyl)-4-(3-methoxyphenyl)-1-((3-nitrobenzyl)sulfonyl)piperidin-4-ol hydrochloride